FC(=C1CCN(CC1)C=1C=C(C=CC1N1N=NC(=C1)C1=NC(=NC(=C1)C)N1CCC(CC1)(F)F)C(CO)S(=O)(=O)N)F {3-[4-(difluoromethylene)piperidin-1-yl]-4-{4-[2-(4,4-difluoropiperidin-1-yl)-6-methylpyrimidin-4-yl]-1H-1,2,3-triazol-1-yl}phenyl}-2-hydroxyethane-1-sulfonamide